C(COCCO)O Di-ethylenglycol